5-(1H-indole-2-carbonyl)-N-(1,1,1-trifluoropropan-2-yl)-4H,5H,6H,7H-pyrazolo[1,5-a]pyrazine-3-sulfonamide N1C(=CC2=CC=CC=C12)C(=O)N1CC=2N(CC1)N=CC2S(=O)(=O)NC(C(F)(F)F)C